COC(NC1=CC=C2C3=CNC([C@H](C\C=C/CCC(NC2=C1)=O)NC(\C=C\C1=C(C=CC(=C1)Cl)N1N=NN=C1)=O)=N3)=O {(Z)-(S)-15-[(E)-3-(5-Chloro-2-tetrazol-1-yl-phenyl)-acryloylamino]-9-oxo-8,17,19-triaza-tricyclo[14.2.1.02,7]nonadeca-1(18),2,4,6,12,16(19)-hexaen-5-yl}-carbamic Acid methyl ester